ClC=1C=C(NC2(CCC3(C(=CC4=CC(=CC=C34)F)C[C@H](COC3=CC=NC=4[C@@H](CC[C@H](C34)C)O)C)CC2)C(=O)OC)C=CC1 methyl (1r,4R)-4-(3-chloroanilino)-5'-fluoro-2'-[(2R)-3-{[(5R,8R)-8-hydroxy-5-methyl-5,6,7,8-tetrahydroquinolin-4-yl]oxy}-2-methylpropyl]spiro[cyclohexane-1,1'-indene]-4-carboxylate